C(C)(C)(C)OC(=O)N1CCN(CC1)C1=NN(C2=NC=CC(=C21)Cl)C2=CC=C(C=C2)OC(F)(F)F 4-(4-chloro-1-(4-(trifluoromethoxy)phenyl)-1H-pyrazolo[3,4-b]pyridin-3-yl)piperazine-1-carboxylic acid tert-butyl ester